1,1',1''-(1,7,13-trioxa-4,10,16-triazacyclooctadecane-4,10,16-triyl)tris(prop-2-en-1-one) O1CCN(CCOCCN(CCOCCN(CC1)C(C=C)=O)C(C=C)=O)C(C=C)=O